carboxyl-vinylidene fluoride C(=O)(O)C=C(F)F